ClC1=CC=C(OC2=C(N=NN2CC2=CC=C(C=C2)OC)C(=O)OCC)C=C1 1-Ethyl 5-(4-chlorophenoxy)-1-(4-methoxybenzyl)-1H-1,2,3-triazole-4-carboxylate